FC1(CCC(CC1)NC1=NC(=CC(=C1)CC=1OC=CN1)N1N=C(C=C1C)C)F N-(4,4-difluorocyclohexyl)-6-(3,5-dimethyl-1H-pyrazol-1-yl)-4-(oxazol-2-ylmethyl)pyridin-2-amine